S1C=NC2=C1C=C(C=C2)C=2C=C1C=3CCCC(C3NC1=CC2)N[C@H](C)C2=CC=CC=C2 6-(benzo[d]thiazol-6-yl)-N-((R)-1-phenylethyl)-2,3,4,9-tetrahydro-1H-carbazol-1-amine